(2-hydroxyethyl)-amide OCC[NH-]